4,4-dimethylpentanamide CC(CCC(=O)N)(C)C